di(2-hydroxyethyl)-tetradecyl-amine oxide OCC[N+](CCCCCCCCCCCCCC)(CCO)[O-]